NS(=O)(=O)C1=C(C=CC=C1)C1=CC(=C(C=C1)CC=1C(=NN(C1C#N)C=1C=C(C=CC1Cl)NC(CC)=O)CCCC)F N-[3-[4-[[2'-(aminosulfonyl)-3-fluoro[1,1'-biphenyl]-4-yl]methyl]-3-butyl-5-cyano-1H-pyrazol-1-yl]-4-chlorophenyl]propanamide